1-azido-3,6,9,12-tetraoxapentadecan-15-oic acid 2,5-dioxopyrrolidin-1-yl ester O=C1N(C(CC1)=O)OC(CCOCCOCCOCCOCCN=[N+]=[N-])=O